2-oxopentene O=C(C)C=CC